C1[C@H]([C@@H]([C@H]([C@@H]([C@H]1N)O[C@@H]2[C@@H]([C@H]([C@@H]([C@H](O2)CO)O)O)N)O)O)N The molecule is an aminoglycoside that is 4alpha,6alpha-diaminocyclohexane-1beta,2alpha,3beta-triol in which the pro-R hydroxy group has been converted into its 2-amino-alpha-D-glucoside derivative. It is an aminoglycoside, a primary amino compound and a triamine. It derives from an alpha-D-glucose and a 2-deoxystreptamine. It is a conjugate base of a paromamine(3+).